(1R,3S)-3-(3-{[(1-methyl-1H-pyrazol-4-yl)acetyl]amino}-1H-pyrazol-5-yl)cyclopentyl (2S,4S)-2,4-dimethylazetidine-1-carboxylate C[C@@H]1N([C@H](C1)C)C(=O)O[C@H]1C[C@H](CC1)C1=CC(=NN1)NC(CC=1C=NN(C1)C)=O